Trans-2-trimethylsilylethyl N-[[5-(2,2-dimethyl-5-nitro-3H-benzofuran-6-yl)-1,3-dioxan-2-yl]methyl]carbamate CC1(OC2=C(C1)C=C(C(=C2)[C@H]2CO[C@@H](OC2)CNC(OCC[Si](C)(C)C)=O)[N+](=O)[O-])C